C(C(=C)C)(=O)O.C(C)OC methyl ethyl ether methacrylate